(1R,2R)-N-[7-chloro-6-[4-((3R,4R)-4-hydroxy-3-methyl-tetrahydrofuran-3-yl)piperazin-1-yl]-3-isoquinolyl]-2-methyl-2-tetrahydrofuran-3-yl-cyclopropanecarboxamide ClC1=C(C=C2C=C(N=CC2=C1)NC(=O)[C@H]1[C@](C1)(C1COCC1)C)N1CCN(CC1)[C@@]1(COC[C@@H]1O)C